C(C)(=O)C=1C=C(C=CC1)CCC(CCC1=NC(=NN1C)C1=NC=CC=C1)NC([C@@H](C)C1=CC2=CC=C(C=C2C=C1)OC)=O (2S)-N-(1-(3-acetylphenyl)-5-(1-methyl-3-(pyridin-2-yl)-1H-1,2,4-triazol-5-yl)pent-3-yl)-2-(6-methoxynaphthalen-2-yl)propanamide